(2R,3S)-1-(1-(4-fluorophenyl)-1H-indazol-5-yl)-2-(2-methoxypyridin-4-yl)-5-oxopyrrolidin FC1=CC=C(C=C1)N1N=CC2=CC(=CC=C12)N1[C@H](CCC1=O)C1=CC(=NC=C1)OC